1,3,5-O-trinonanoyl-sorbitol C(CCCCCCCC)(=O)C(O)[C@H](O)[C@@](O)([C@H](O)[C@H](OC(CCCCCCCC)=O)CO)C(CCCCCCCC)=O